butyl 4-(2-(2,6-dioxopiperidin-3-yl)-6-fluoro-1,3-dioxoisoindolin-5-yl)piperazine-1-carboxylate O=C1NC(CCC1N1C(C2=CC(=C(C=C2C1=O)N1CCN(CC1)C(=O)OCCCC)F)=O)=O